FC=1C=C(CN2C(=NC3=NC=C(C=C32)N3C=CC=2N=C(N=CC23)OC)NCC(F)F)C=C(C1)F 1-(3,5-difluorobenzyl)-N-(2,2-difluoroethyl)-6-(methoxy-5H-pyrrolo[3,2-d]pyrimidin-5-yl)-1H-imidazo[4,5-b]pyridin-2-amine